hydroxy-1-methyl-7-phenoxyisoquinoline-3-formic acid OC1=C(N=C(C2=CC(=CC=C12)OC1=CC=CC=C1)C)C(=O)O